CC(COC=1C=C(C=CC1Cl)N1C(=NOC1=S)C1=NC2=CC=CC(=C2C=C1)OC)COC(C=CC)=O 4-(3-(2-methyl-3-butenoyloxypropoxy)-4-chlorophenyl)-3-(5-methoxy-2-quinolinyl)-1,2,4-oxadiazole-5-thione